2-hydroxy-mercaptopropyl sulfide OC(CSCC(CS)O)CS